2-(3-((2-(difluoromethoxy)-6-methylpyridin-3-yl)carbamoyl)-3-(2-isopropylphenyl)azetidin-1-yl)oxazole-4-carboxylic acid FC(OC1=NC(=CC=C1NC(=O)C1(CN(C1)C=1OC=C(N1)C(=O)O)C1=C(C=CC=C1)C(C)C)C)F